4-(1-(2-acryloyl-2-azabicyclo[2.2.1]heptan-6-yl)-4-amino-1H-pyrazolo[3,4-d]pyrimidin-3-yl)-N-(3-ethylphenyl)benzamide C(C=C)(=O)N1C2C(CC(C1)C2)N2N=C(C=1C2=NC=NC1N)C1=CC=C(C(=O)NC2=CC(=CC=C2)CC)C=C1